CN(C1=CC=C(C(=N1)F)C1=CC=C(C=C1)C=1N=C2N(C=C(C=C2)OCCOCCN2C(C(CCC2=O)N2C(C3=CC=C(C=C3C2=O)O)=O)=O)C1)C 2-[1-[2-[2-[2-[4-[6-(dimethylamino)-2-fluoranyl-pyridin-3-yl]phenyl]imidazo[1,2-a]pyridin-6-yl]oxyethoxy]ethyl]-2,6-bis(oxidanylidene)piperidin-3-yl]-5-oxidanyl-isoindole-1,3-dione